(5R,6R)-5-((s)-5H-imidazo[5,1-a]isoindol-5-yl)-2-oxaspiro[3.3]heptan-6-ol C=1N=CN2C1C1=CC=CC=C1[C@@H]2[C@H]2C1(COC1)C[C@H]2O